3,3-dimethyl-3H-indol-1-ylBromide CC1(CN(C2=CC=CC=C12)Br)C